5-(4-(2-(methyl-(pyridin-2-yl)amino)ethoxy)benzyl)thiazolidine-2,4-dione CN(CCOC1=CC=C(CC2C(NC(S2)=O)=O)C=C1)C1=NC=CC=C1